ClC=1SC2=C(N1)C=CC(=C2)N 2-chloro-1,3-benzothiazol-6-amine